S(=O)(=O)(O)CCC[Si](OC)(OC)C sulfopropyl-methyl-dimethoxysilane